4-oxocyclohexane-1-carbonitrile O=C1CCC(CC1)C#N